(S)-2-aminopropyl-(4-methoxy-3-nitrobenzyl) ether N[C@H](COCC1=CC(=C(C=C1)OC)[N+](=O)[O-])C